COC1=CC2=C(N=CS2)C=2C=C(OC21)C 5-Methoxy-7-methylbenzofurano[4,5-d]thiazole